7-[5-chloro-2-[2-[(3R,6S)-6-(dimethylamino)-2-methyl-4-oxo-5,6,7,8-tetrahydroquinazolin-3-yl]ethoxy]phenyl]-5-methyl-thieno[3,2-b]pyridine-3-carboxylate ClC=1C=CC(=C(C1)C1=C2C(=NC(=C1)C)C(=CS2)C(=O)[O-])OCCN2C(=NC=1CC[C@@H](CC1C2=O)N(C)C)C